C1(CCC1)C1=CC(=NN1)N1CCN(CC1)C(=O)OC(C)(C)C tert-butyl 4-(5-cyclobutyl-1H-pyrazol-3-yl)piperazine-1-carboxylate